(1-phenyl-4-(4-thiomorpholinylbutyl)-1H-imidazol-2-yl)-3-(1H-pyrazol-4-yl)benzamide C1(=CC=CC=C1)N1C(=NC(=C1)CCCCN1CCSCC1)C1=C(C(=O)N)C=CC=C1C=1C=NNC1